C(C1=CC=CC=C1)OC(=O)N1[C@H](CN(CC1)C1=NC(=NC2=C(C(=CC=C12)Br)F)Cl)CC#N (S)-4-(7-bromo-2-chloro-8-fluoroquinazolin-4-yl)-2-(cyanomethyl)piperazine-1-carboxylic acid benzyl ester